phenyltin tetrakis(pentafluorophenyl)borate FC1=C(C(=C(C(=C1[B-](C1=C(C(=C(C(=C1F)F)F)F)F)(C1=C(C(=C(C(=C1F)F)F)F)F)C1=C(C(=C(C(=C1F)F)F)F)F)F)F)F)F.C1(=CC=CC=C1)[Sn+3].FC1=C(C(=C(C(=C1[B-](C1=C(C(=C(C(=C1F)F)F)F)F)(C1=C(C(=C(C(=C1F)F)F)F)F)C1=C(C(=C(C(=C1F)F)F)F)F)F)F)F)F.FC1=C(C(=C(C(=C1[B-](C1=C(C(=C(C(=C1F)F)F)F)F)(C1=C(C(=C(C(=C1F)F)F)F)F)C1=C(C(=C(C(=C1F)F)F)F)F)F)F)F)F